C(C)NP(=O)(N(C)C)N Ethyl-dimethyl-phosphoramide